[O-2].[Al+3].[La+3].[O-2].[O-2] Lanthanum-Aluminum-Oxide